C(CCCCCCCCCC)(=O)[O-].[Al+3].C(CCCCCCCCCC)(=O)[O-].C(CCCCCCCCCC)(=O)[O-] aluminum undecylate